4-(2-(3,4-dimethoxyphenyl)-3-isopropyl-1H-indol-5-yl)piperidin-3-ol COC=1C=C(C=CC1OC)C=1NC2=CC=C(C=C2C1C(C)C)C1C(CNCC1)O